NC=1C=C(C=CC1)NC1C(NC(CC1)=O)=O 3-((3-Aminophenyl)amino)piperidine-2,6-dione